Piperazine-1,4-diylbis(propane-3,1-diyl) bis(2-(4-((tert-butyldimethylsilyl)oxy)phenyl)acetate) [Si](C)(C)(C(C)(C)C)OC1=CC=C(C=C1)CC(=O)OCCCN1CCN(CC1)CCCOC(CC1=CC=C(C=C1)O[Si](C)(C)C(C)(C)C)=O